O=C1NC(CCC1N1C(C2=CC=C(C=C2C1=O)N1CCN(CC1)CCCC1CCN(CC1)C1=CC=C(C(=O)C=2C3=C(SC2C2=CC=C(C=C2)B(O)O)C=C(C=C3)O)C=C1)=O)=O (4-(3-(4-(4-(3-(4-(2-(2,6-dioxopiperidin-3-yl)-1,3-dioxoisoindolin-5-yl)piperazin-1-yl)propyl)piperidin-1-yl)benzoyl)-6-hydroxybenzo[b]thiophen-2-yl)phenyl)boronic acid